methyl 5-fluoro-6-(hydroxymethyl)picolinate FC=1C=CC(=NC1CO)C(=O)OC